N1N=NC(=C1)C1=CC=C(C=C1)NC(=O)C1=C(N=C(NC1=O)NCC)O N-(4-(1H-1,2,3-triazol-4-yl)phenyl)-2-(ethylamino)-4-hydroxy-6-oxo-1,6-dihydropyrimidine-5-carboxamide